1-(4-{[6-(2-chloro-5-fluorophenyl)-3-methylpyridazin-4-yl]amino}pyridin-2-yl)-3-[(1-methylpiperidin-4-yl)methyl]urea ClC1=C(C=C(C=C1)F)C1=CC(=C(N=N1)C)NC1=CC(=NC=C1)NC(=O)NCC1CCN(CC1)C